[Si](C)(C)(C(C)(C)C)O[C@H]1C(C[C@H](O[C@@H]1\C=C\I)CC(=O)OC)=O Methyl {(2S,5R,6R)-5-{[tert-butyl(dimethyl)silyl]oxy}-6-[(E)-2-iodovinyl]-4-oxotetrahydro-2H-pyran-2-yl}acetate